ClC=1C=CC=C2C=CC=C(C12)N1CC=2N=C(N=C(C2CC1)N1C[C@@H](NCC1)CC#N)OC[C@@H]1N(CCC1)C 2-[(2S)-4-[7-(8-chloro-1-naphthyl)-2-[[(2R)-1-methylpyrrolidin-2-yl]methoxy]-6,8-dihydro-5H-pyrido[3,4-d]pyrimidin-4-yl]piperazin-2-yl]acetonitrile